CC(C(=O)OCC1=CC=CC=C1)(CC=O)C benzyl 2,2-dimethyl-4-oxobutanoate